FC1=C(SC(=C1)C(C)(C)O)S(=O)(N)=NC(NC1=C2C(=CC=3CCCC13)CC2)=O 3-fluoro-5-(2-hydroxypropan-2-yl)-N'-((2,4,5,6-tetra-hydro-1H-cyclobuta[f]inden-3-yl)carbamoyl)thiophene-2-sulfonimidamide